methyl 1-chloroazetidine-3-carboxylate HCl salt Cl.ClN1CC(C1)C(=O)OC